(R)-1-(2-bromophenyl)ethanol ethyl-(E)-4-(((2R,3S)-3-amino-2-hydroxy-5-methylhexyl)(((S)-2-oxopyrrolidin-3-yl)methyl)amino)-4-oxobut-2-enoate trifluoroacetic acid salt FC(C(=O)O)(F)F.C(C)/C(/C(=O)O[C@H](C)C1=C(C=CC=C1)Br)=C\C(=O)N(C[C@H]1C(NCC1)=O)C[C@H]([C@H](CC(C)C)N)O